BrC=1C=C2C(=NC1OC(CCN)(F)F)N(C=C2)COCC[Si](C)(C)C 3-[(5-bromo-1-[[2-(trimethylsilyl)ethoxy]methyl]-1H-pyrrolo[2,3-b]pyridin-6-yl)oxy]-3,3-difluoropropan-1-amine